C(\C=C/C(=O)O)(=O)O.NC1=C(N=CC(=N1)N1CCC2(CC=C(C2N)C2CC2)CC1)SC1=C(C(=NC=C1)N)Cl 8-(6-amino-5-((2-amino-3-chloropyridin-4-yl)thio)pyrazin-2-yl)-2-cyclopropyl-8-azaspiro[4.5]dec-2-en-1-amine maleate